ClC1=C(C=CC(=C1)OC1=CC=CC=C1)C(=O)C1=CNC2=NC=CC(=C21)NC2CCC(CC2)CO (2-chloro-4-phenoxyphenyl)(4-(((1r,4r)-4-(hydroxymethyl)cyclohexyl)amino)-1H-pyrrolo[2,3-b]pyridin-3-yl)methanone